OCC(CO)(CO)CO 2,2-bis(hydroxymethyl)1,3-propanediol